1-(benzenesulfonyl)-4-[2-methoxy-6-(3-pyridyl)-4-pyridyl]-2-methyl-pyrrolo[2,3-b]pyridine C1(=CC=CC=C1)S(=O)(=O)N1C(=CC=2C1=NC=CC2C2=CC(=NC(=C2)C=2C=NC=CC2)OC)C